1-(7-amino-4-(benzylamino)pyrrolo[2,1-f][1,2,4]triazin-2-yl)-2-methyl-1H-indole-4-carboxamide NC1=CC=C2C(=NC(=NN21)N2C(=CC=1C(=CC=CC21)C(=O)N)C)NCC2=CC=CC=C2